N[C@@H](CO)C(=O)O |r| D,L-Serine